2,2,2-tris(hydroxymethyl)acetic acid OCC(C(=O)O)(CO)CO